C(C)(C)(C)OC(=O)N1CC2=C(C=C(C=C2CC1)OC)OC 6,8-dimethoxy-3,4-dihydroisoquinoline-2(1H)-carboxylic acid tert-butyl ester